difluorophenyl-imidazole FC1=C(N=C(N1)C1=CC=CC=C1)F